1-(Bromomethyl)-4-iodobenzene BrCC1=CC=C(C=C1)I